(2S,4R)-1-(2-(3-acetyl-5-(2-methylpyrimidin-5-yl)-1H-indazol-1-yl)acetyl)-4-fluoro-N-(6-methylpyridin-2-yl)pyrrolidine-2-carboxamide C(C)(=O)C1=NN(C2=CC=C(C=C12)C=1C=NC(=NC1)C)CC(=O)N1[C@@H](C[C@H](C1)F)C(=O)NC1=NC(=CC=C1)C